N1C=CC2=C(C=CC=C12)C=1C(NC=C(C1)NC1=CC=CC=C1)=O 3-(1H-Indol-4-yl)-5-(phenylamino)pyridin-2(1H)-one